C(=O)C=1C=C(C=CC1)C1=NN(C(=C1)CP(OCC)(OCC)=O)CC1=CC=C(C=C1)OC Diethyl {[3-(3-formylphenyl)-1-(4-methoxybenzyl)-1H-pyrazol-5-yl]methyl}phosphonate